FC=1C=C(C=CC1F)C=1N=C(SC1C1=NC=CC=C1)NS(=O)(=O)C1=NC=C(C=C1C)N=CC1=C(C(=CC=C1)OC)O N-(4-(3,4-difluorophenyl)-5-(pyridine-2-yl)thiazol-2-yl)-5-((2-hydroxy-3-methoxybenzylidene)amino)-3-methylpyridine-2-sulfonamide